(±)-4-((1-(3-(difluoromethyl)-2-fluorophenyl)ethyl)amino)-N,N,2,8-tetramethyl-7-oxo-7,8-dihydropyrido[2,3-d]pyrimidine-6-carboxamide FC(C=1C(=C(C=CC1)[C@@H](C)NC=1C2=C(N=C(N1)C)N(C(C(=C2)C(=O)N(C)C)=O)C)F)F |r|